6-cyclopropyl-N-(4-methoxycyclohexyl)-2-(thiazol-5-yl)pyrimidine-4-carboxamide C1(CC1)C1=CC(=NC(=N1)C1=CN=CS1)C(=O)NC1CCC(CC1)OC